C(C)(C)(C)OC(=O)N1CCCC12C(N(CC2)C(C(=O)O)CC2CC2)=O 2-(1-tert-butoxycarbonyl-6-oxo-1,7-diazaspiro[4.4]nonan-7-yl)-3-cyclopropyl-propanoic acid